C(C)N(S(=O)(=O)C1=CC=C(C=C1)S(=O)(=O)N1C[C@@H](CCC1)C(=O)N1C[C@H](N(CC1)C(=O)OC(C)(C)C)C)CC tert-butyl (R)-4-((R)-1-((4-(N,N-diethylsulfamoyl)phenyl)sulfonyl) piperidine-3-carbonyl)-2-methylpiperazine-1-carboxylate